[N+](=O)([O-])C=1C=C(C=CC1)S(=O)(=O)N1CCC=2C1=NC=CC2 ((3-Nitrophenyl)sulfonyl)-2,3-dihydro-1H-pyrrolo[2,3-b]pyridine